S1C=C(C=C1)CNC(C)=O N-(thiophen-3-ylmethyl)acetamide